(-)-1-methylpropyl 1-propenyl disulfide CCC(C)SS/C=C/C